5-bromo-2-methyl-2H-indazole-4-carbonitrile BrC1=C(C2=CN(N=C2C=C1)C)C#N